COC(CN1C2=C(OCC1)C=C(C=C2)NCCC#N)=O 2-(7-((2-cyanoethyl)amino)-2,3-dihydro-4H-benzo[b][1,4]Oxazin-4-yl)acetic acid methyl ester